C(#N)C=1C=C(COC=2C(=C3CCCC3=C(C2)OCC=2C(=C(C=CC2)C2=CC=CC=C2)C)CN2[C@@]3(C[C@@H]3CCC2)C(=O)O)C=CC1 |r| rac-(1R,6S)-2-((5-((3-cyanobenzyl)oxy)-7-((2-methyl-[1,1'-biphenyl]-3-yl)methoxy)-2,3-dihydro-1H-inden-4-yl)methyl)-2-azabicyclo[4.1.0]heptane-1-carboxylic acid